2-methylheptan-2-amine CC(C)(CCCCC)N